C1(CCCC1)N1N=CC(=C1)C=1C=NC=2CCN(CC2C1)C1=C(C=C(C=N1)C#N)C 6-[3-(1-cyclopentylpyrazol-4-yl)-7,8-dihydro-5H-1,6-naphthyridin-6-yl]-5-methyl-pyridine-3-carbonitrile